FC(C(C(C(F)(F)F)(F)[Te]C1=CC=CC=C1)(F)F)(F)F (1,1,1,2,2,3,4,4,4-nonafluorobutyl)phenyl telluride